Tridecyl (S)-2-amino-3-(3,5-difluorophenyl)propanoate N[C@H](C(=O)OCCCCCCCCCCCCC)CC1=CC(=CC(=C1)F)F